CS(=O)(=O)C1=NN2C(N=C(C=C2C2=CC=CC=C2)C2=CC=CC=C2)=N1 2-methylsulfonyl-5,7-diphenyl-(1,2,4)triazolo(1,5-a)pyrimidine